2-amino-1-[5-(difluoromethyl)-1-methyl-pyrazol-3-yl]ethanone NCC(=O)C1=NN(C(=C1)C(F)F)C